C(C)(C)(C)[Si](OC1=CC=C(NC2=C(N(C(=C2)C)C(F)F)C#N)C=C1)(C)C [4-[tert-butyl-(dimethyl)silyl]oxyanilino]-1-(difluoromethyl)-5-methyl-pyrrole-2-carbonitrile